BrC=1C=CC=C2C=CN(C(C12)=O)C(C(=O)O)C 2-(8-bromo-1-oxo-2-isoquinolinyl)propionic acid